2-((2-chloro-4-(trifluoromethyl)phenyl)amino)-N-(4-phenylpyridin-3-yl)pyrimidine-4-carboxamide ClC1=C(C=CC(=C1)C(F)(F)F)NC1=NC=CC(=N1)C(=O)NC=1C=NC=CC1C1=CC=CC=C1